diglucosyl-gallic acid C1([C@H](O)[C@@H](O)[C@H](O)[C@H](O1)CO)C1=C(C(=C(C(=C1C(=O)O)C1[C@H](O)[C@@H](O)[C@H](O)[C@H](O1)CO)O)O)O